[(2S,3R,5R)-4-acetoxy-3-(2-hydroxyethyl)-5-[2-(2-methylpropanoylamino)-6-oxo-1H-purin-9-yl]tetrahydrofuran-2-yl]methyl benzoate C(C1=CC=CC=C1)(=O)OC[C@H]1O[C@H](C([C@@H]1CCO)OC(C)=O)N1C=2N=C(NC(C2N=C1)=O)NC(C(C)C)=O